F[C@@H]1C[C@H](N(C1)C(=O)C1(CC1)C(F)(F)F)C(=O)NCC(=O)O ((2S,4R)-4-fluoro-1-(1-(trifluoromethyl)cyclopropane-1-carbonyl)pyrrolidine-2-carbonyl)glycine